FC1=CC(=C(C=C1)C=1C(=C(C(=NC1C)C)C(=O)NC1=CC=C(C=C1)OC1=CC=NC2=CC(=C(N=C12)OC)OCCOC)O)C 5-(4-fluoro-2-methylphenyl)-4-hydroxy-N-[4-[[6-methoxy-7-(2-methoxyethoxy)-1,5-naphthyridin-4-yl]oxy]phenyl]-2,6-dimethylpyridine-3-carboxamide